4-tert-butyl 3-methyl (1S,2S,3S,6R,7R)-1,7,8,9-tetrachloro-10,10-dimethoxy-4-azatricyclo[5.2.1.0^{2,6}]dec-8-ene-3,4-dicarboxylate Cl[C@]12[C@@H]3[C@H](N(C[C@@H]3[C@](C(=C1Cl)Cl)(C2(OC)OC)Cl)C(=O)OC(C)(C)C)C(=O)OC